S1C(=CC=C1)C=1C=C(C=2C=CC=NC2C1)C#N 7-(Thiophen-2-yl)quinoline-5-carbonitrile